N-(2-((2-(dimeth-ylamino)ethyl)-(methyl)amino)-5-((6-(3-(3-(imidazo-[1,2-a]pyridin-8-yl)phenyl)isoxazolidin-2-yl)pyrimidin-4-yl)amino)-4-methoxyphenyl)acrylamide CN(CCN(C1=C(C=C(C(=C1)OC)NC1=NC=NC(=C1)N1OCCC1C1=CC(=CC=C1)C=1C=2N(C=CC1)C=CN2)NC(C=C)=O)C)C